CSC1=CC=C(C=C1)C(C=CC1=C(C(=C(C(=C1)C)C(=O)OC(C)C)C)OC(C)C)=O 1-[4-methylthiophenyl]-3-[3,5-dimethyl-4-isopropoxycarbonyldimethylmethoxyphenyl]prop-2-en-1-one